6-bromo-7-fluoroisobenzofuran-1(3H)-one BrC1=CC=C2COC(C2=C1F)=O